4-(1-carbamimidoyl-1,2,3,6-tetrahydropyridin-4-yl)-N-[4-(1-carbamimidoyl-1,2,3,6-tetrahydropyridin-4-yl)phenyl]furan-2-carboxamide C(N)(=N)N1CCC(=CC1)C=1C=C(OC1)C(=O)NC1=CC=C(C=C1)C=1CCN(CC1)C(N)=N